C(C)C1=NC2=CC=C(C=C2NC1=O)CN1CCN(CC1)C=1C=CC(=NC1C)C(=O)NC([2H])([2H])[2H] 5-(4-((2-ethyl-3-oxo-4H-quinoxalin-6-yl)methyl)piperazin-1-yl)-6-methyl-N-(methyl-d3)pyridine-2-carboxamide